lithium cis-isoprene C=CC(C)=C.[Li]